CN(C(C=CCCCCCCC)=O)C N,N-dimethyl-decenamide